25,26,26,26,27,27,27-heptadeuteriocholest-5-en-3β-ol (9Z-octadecenoate) C(C=CCCCCCCCCCCCCCCC)(=O)O[C@@H]1CC2=CC[C@H]3[C@@H]4CC[C@H]([C@@H](CCCC(C([2H])([2H])[2H])(C([2H])([2H])[2H])[2H])C)[C@]4(CC[C@@H]3[C@]2(CC1)C)C